C(CCC)C=1C(=C(C(=O)C2=CC=CC=C2)C=CC1)OC butylmethoxybenzophenone